C(=O)(O)C=1C=CC=C(C1)C1=C2NC(=C1)C=C1C=CC(=N1)C(=C1C=CC(N1)=C(C=1C=CC(N1)=C2C2=CC=CC=C2)C2=CC=CC=C2)C2=CC=CC=C2 5-carboxyphenyl-10,15,20-triphenylporphyrin